FC=1C(=C(C(=O)OCOC)C(=C(C1O)C)C)OCOC methoxymethyl 3-fluoro-4-hydroxy-2-(methoxymethoxy)-5,6-dimethylbenzoate